FC(OC1=C(C=C(C=C1)OC1=CC(=C(C=C1)C)C(N(C)C)=O)C1=NN(C=C1NC(=O)C=1C=NN2C1N=CC=C2)CCN[C@H]2COCC2)F |r| N-[3-[2-(difluoromethoxy)-5-[3-(dimethylcarbamoyl)-4-methyl-phenoxy]phenyl]-1-[2-[[rac-(3R)-tetrahydrofuran-3-yl]amino]ethyl]pyrazol-4-yl]pyrazolo[1,5-a]pyrimidine-3-carboxamide